C(N1[C@H]2C=3N([C@@H](C4=C(C1=O)C=CC=C4C#CC)C2)C2=C(N3)C=CC(=C2)C=2C=NC(=NC2)C(CC)NC(OC(C)(C)C)=O)([2H])([2H])[2H] tert-butyl (1-(5-((7R,14R)-6-(methyl-d3)-5-oxo-1-(prop-1-yn-1-yl)-5,6,7,14-tetrahydro-7,14-methanobenzo[f]benzo[4,5]imidazo[1,2-a][1,4]diazocin-11-yl)pyrimidin-2-yl)propyl)carbamate